tert-butyl 4-[2-[4-(2,6-dioxo-3-piperidyl)-3-fluorophenyl] ethyl]-4-fluoropiperidine-1-carboxylate O=C1NC(CCC1C1=C(C=C(C=C1)CCC1(CCN(CC1)C(=O)OC(C)(C)C)F)F)=O